3-Sulfolen S1(=O)(=O)CC=CC1